1,2-Dihydronaphthalin C1CC=CC2=CC=CC=C12